Cl.NC1CCC(CC1)C(=O)OC(C)(C)C tert-butyl (1s,4s)-4-aminocyclohexane-1-carboxylate, hydrochloride